3-(R)-aminotetrahydrofuran N[C@H]1COCC1